N(=[N+]=[N-])[C@]1([C@H]([C@H]([C@@H](O1)N1C(=O)NC(=S)C=C1)O)O)CO 1-(4'-Azido-β-D-ribofuranosyl)-4-thiouracil